8-chloro-9,9-dimethyl-9,10-dihydroacridin-3-ol ClC=1C=CC=C2NC=3C=C(C=CC3C(C12)(C)C)O